(S)-2-((5-bromo-8-hydroxy-1,2,3,4-tetrahydroisoquinolin-1-yl)methyl)isoindoline-1,3-dione BrC1=C2CCN[C@@H](C2=C(C=C1)O)CN1C(C2=CC=CC=C2C1=O)=O